C(C)(C)C1=NN=C2N1N=C(C=C2NC2=NC(=NC=C2)OC)NC(CC)CC 3-isopropyl-N8-(2-methoxypyrimidin-4-yl)-N6-(pentan-3-yl)-[1,2,4]triazolo[4,3-b]pyridazine-6,8-diamine